2-[4-(4-cyclopropylimidazol-1-yl)phenyl]-5-methyl-pyrimidin-4-amine C1(CC1)C=1N=CN(C1)C1=CC=C(C=C1)C1=NC=C(C(=N1)N)C